C(C)(C)(C)[PH+](C)C(C)(C)C.F[B-](F)(F)F.[H+] tetrafluoroboric acid di-tert-butyl-methyl-phosphonium salt